methyl (S)-2-((S)-2-((((4,4-difluorocyclohexyl)methoxy)carbonyl)amino)-4-methylpentan-amido)-3-((S)-2-oxopyrrolidin-3-yl)propanoate FC1(CCC(CC1)COC(=O)N[C@H](C(=O)N[C@H](C(=O)OC)C[C@H]1C(NCC1)=O)CC(C)C)F